Cl.CN(CCCC(=O)Cl)C 4-(Dimethylamino)butanoyl chloride hydrochloride